dimethyl-dihexyl-tin C[Sn](CCCCCC)(CCCCCC)C